OC(CCCCCCC(=O)O)CC 8-Hydroxy-decanoic acid